ClC=1C(=CC(=C(C1)N=CN(C)CC)C)OC1=C(C=CC=C1)F N'-[5-chloro-4-(2-fluorophenoxy)-2-methylphenyl]-N-ethyl-N-methylmethaneimidamide